4-Amino-8-(2-ethoxy-5-fluoropyridin-4-yl)-2-oxo-N-propyl-1,2-dihydroquinoline-3-carboxamide NC1=C(C(NC2=C(C=CC=C12)C1=CC(=NC=C1F)OCC)=O)C(=O)NCCC